5-bromo-6-chloro-2,3-dihydro-1H-inden-1-one BrC=1C=C2CCC(C2=CC1Cl)=O